N(N)C(=O)C=1C=C2CCN(CC2=CC1)C(=O)OC(C)(C)C tert-butyl 6-(hydrazinocarbonyl)-3,4-dihydro-1H-isoquinoline-2-carboxylate